C1(CC1)CS(=O)(=O)NC=1C=C2C[C@H](N([C@@H](C2=CC1)C1=C(C=C(C=C1F)NC1CN(C1)CCCF)F)CC(C)(C)F)C 1-cyclopropyl-N-((1S,3R)-1-(2,6-difluoro-4-((1-(3-fluoropropyl)azetidin-3-yl)amino)phenyl)-2-(2-fluoro-2-methylpropyl)-3-methyl-1,2,3,4-tetrahydroisoquinolin-6-yl)methanesulfonamide